CCC(CCCCCCCCCCCCCCC)O 3-octadecanol